BrC1=CC=C(C=C1)NS(=O)(=O)C=1C=C(C=CC1)NC(C1=CC(=C(C=C1)[N+](=O)[O-])C)=O N-(3-(N-(4-bromophenyl)sulfamoyl)phenyl)-3-methyl-4-nitrobenzamide